IC1=CN=C2N(C1=O)C=C(C=C2C(F)(F)F)CNC[C@H](C)OC (S)-3-iodo-7-(((2-methoxypropyl)amino)methyl)-9-(trifluoromethyl)-4H-pyrido[1,2-a]pyrimidin-4-one